FC1=CC(=C2N=C3C(=NC2=C1)CC1=CC=CC=C13)C(C)=O 1-(8-fluoro-11H-indeno[2,1-b]quinoxalin-6-yl)ethanone